2-(3-Fluoro-2-(2-oxopyrrolidin-1-yl)pyridin-4-yl)-2-oxoethyl (3S)-7-(6-amino-3-chloro-2-fluorophenyl)-5-oxo-1,2,3,5,8,8a-hexahydroindolizine-3-carboxylate NC1=CC=C(C(=C1C1=CC(N2[C@@H](CCC2C1)C(=O)OCC(=O)C1=C(C(=NC=C1)N1C(CCC1)=O)F)=O)F)Cl